FC1=C(C2=C(C=C(C=C2C(=C1)[2H])OCOC)B1OC(C(O1)(C)C)(C)C)C#C[Si](C(C)C)(C(C)C)C(C)C ((2-Fluoro-6-(methoxymethoxy)-8-(4,4,5,5-tetramethyl-1,3,2-dioxaborolan-2-yl)naphthalen-1-yl-4-d)ethynyl)triisopropylsilane